ClC1=C(C(=O)N2COC3=C(C2)C=CC=C3C3=CC(=C(C(=O)O)C=C3F)N3C2COCC3CC2)C=CC(=C1)N1[C@@H](CN(CC1)C)C 4-[3-[2-Chloro-4-[(2R)-2,4-dimethylpiperazin-1-yl]benzoyl]-2,4-dihydro-1,3-benzoxazin-8-yl]-5-fluoro-2-(3-oxa-8-azabicyclo[3.2.1]oct-8-yl)benzoic acid